3-Amino-2,6-difluorophenyl(5-bromo-1H-pyrazolo[3,4-b]pyridin-3-yl)methanone NC=1C(=C(C(=CC1)F)C(=O)C1=NNC2=NC=C(C=C21)Br)F